C(CC[C@@H](C)[C@H]1CC[C@H]2[C@@H]3CCC4=CCCC[C@]4(C)[C@H]3CC[C@]12C)(=O)O 4-cholenic acid